N-(5-bromo-6-((5-(piperidin-3-yl)pentyl)amino)pyridin-2-yl)-4-chloro-2-fluorobenzamide BrC=1C=CC(=NC1NCCCCCC1CNCCC1)NC(C1=C(C=C(C=C1)Cl)F)=O